Cl.Cl.N(=NC(C)(C)C1NCCCC=N1)C(C)(C)C1NCCCC=N1 2,2'-azobis[2-(2,5,6,7-tetrahydro-1H-1,3-diazepin-2-yl)propane]-dihydrochloride